OC(C)(C)[C@H]1CN(CC1)C=1C=C(C(=NC1)C(F)(F)F)NC(C1=NC(=CC=C1)C=1C=NN(C1)C(C(F)(F)F)C)=O N-(5-((R)-3-(2-hydroxypropan-2-yl)pyrrolidin-1-yl)-2-(trifluoromethyl)pyridin-3-yl)-6-(1-(1,1,1-trifluoro-propan-2-yl)-1H-pyrazol-4-yl)picolinamide